N-(5-Cyano-6-(2H-1,2,3-triazol-2-yl)pyridin-3-yl)-1-(imidazo[1,2-a]pyrazin-5-yl)-5-(trifluoromethyl)-1H-pyrazol-4-carboxamid C(#N)C=1C=C(C=NC1N1N=CC=N1)NC(=O)C=1C=NN(C1C(F)(F)F)C1=CN=CC=2N1C=CN2